3,7-Dimethyl-2,6-nonadienonitrile CC(=CC#N)CCC=C(CC)C